4-((1r,4r)-4-(4-hydroxyphenyl)cyclohexyl)piperazine-1-carboxylic acid tert-butyl ester C(C)(C)(C)OC(=O)N1CCN(CC1)C1CCC(CC1)C1=CC=C(C=C1)O